N1CCC(CC1)OC(NC1=C(C=CC=C1)C1=CC=CC=C1)=O biphenyl-2-ylcarbamic acid piperidin-4-yl ester